CN(CCS)C 2-(dimethylamino)ethane-1-thiol